C=CCCCCCCCCCCCCCCCCCCCCC 1-Tricosen